[N+](=[N-])=CC(CC[C@@H](C(=O)OC(C)C)NC([C@H](CCCC)OC)=O)=O isopropyl (S)-6-diazo-2-((S)-2-methoxyhexanamido)-5-oxohexanoate